CC1CC(CC(C1)C)O 3,5-Dimethylcyclohexanol